(Z)-4-(4-((5-cyclopropyl-3-(2,6-dichlorophenyl)isoxazol-4-yl)methoxy)piperidin-1-yl)-2-fluoro-N'-hydroxybenzimidamide C1(CC1)C1=C(C(=NO1)C1=C(C=CC=C1Cl)Cl)COC1CCN(CC1)C1=CC(=C(/C(/N)=N/O)C=C1)F